4-(4-(pentafluoro-λ6-sulfanyl)phenyl)-3a,4,5,9b-tetrahydro-3H-cyclopenta[c]quinoline-8-sulfonamide FS(C1=CC=C(C=C1)C1NC=2C=CC(=CC2C2C1CC=C2)S(=O)(=O)N)(F)(F)(F)F